tert-butyl (tert-butoxycarbonyl)(6-fluoro-8-(2,2,3,3,8,8,9,9-octamethyl-4,7-dioxa-3,8-disiladecan-5-yl)isoquinolin-3-yl)carbamate C(C)(C)(C)OC(=O)N(C(OC(C)(C)C)=O)C=1N=CC2=C(C=C(C=C2C1)F)C(O[Si](C(C)(C)C)(C)C)CO[Si](C(C)(C)C)(C)C